FC1=C(C(=C(C2=CC=CC=C12)O)C(=O)O)O fluoro-1,3-dihydroxy-2-naphthoic acid